triphenyl-sulfur C1(=CC=CC=C1)[S](C1=CC=CC=C1)C1=CC=CC=C1